5-(4-fluorophenyl)-3-methyl-5',6'-dihydro-[2,3'-bipyridine]-1'(4'H)-carboxylic acid tert-butyl ester C(C)(C)(C)OC(=O)N1C=C(CCC1)C1=NC=C(C=C1C)C1=CC=C(C=C1)F